(Z)-5-dodecenoic acid methyl ester COC(CCC\C=C/CCCCCC)=O